2H-benzo[h]chromen-2-one O1C(C=CC2=CC=C3C(=C12)C=CC=C3)=O